N-(2-bromo-5-chlorophenyl)tetrahydrothiopyran-4-carboxamide (5-chloro-2,6-dioxo-1,3-dihydropyrimidin-4-yl)methyl-acetate ClC1=C(NC(NC1=O)=O)COC(C)=O.BrC1=C(C=C(C=C1)Cl)NC(=O)C1CCSCC1